C(C)(C)C1=C(C=CC=C1)C1N(CCN(C1)CC1=CC(=CC=C1)OC)C1CC2(C1)CCN(CC2)C(=O)OC(C)(C)C tert-butyl 2-(2-(2-isopropylphenyl)-4-(3-methoxybenzyl) piperazin-1-yl)-7-azaspiro[3.5]nonane-7-carboxylate